C(\C=C\C(=O)[O-])(=O)[O-].[Pb+2] lead (II) fumarate